FC1=C(C(=CC=C1)F)S(=O)(=O)OC1=CC=C(C=C1)C1=CN=C(S1)C=1C=NC=CC1 4-(2-(pyridin-3-yl)thiazol-5-yl)phenyl 2,6-difluorobenzenesulfonate